BrC=1C(=C(C(=O)C2=CC=CC=C2)C=CC1)Br bis[bromo]benzophenone